[5-(6-methylpyrimidin-4-yl)-1H-pyrazole-3-carbonyl]-4-azaspiro[2.5]octane-7-carboxylic acid methyl ester COC(=O)C1CCNC2(CC2C(=O)C2=NNC(=C2)C2=NC=NC(=C2)C)C1